FC(N1N=CC(=C1)C1=NN=C(O1)C(=O)N1[C@@H](C2=C(CC1)NC=N2)C2=NN1C(C(=CC=C1)C)=C2)F (S)-(5-(1-(difluoromethyl)-1H-pyrazol-4-yl)-1,3,4-oxadiazol-2-yl)(4-(4-methylpyrazolo[1,5-a]pyridin-2-yl)-6,7-dihydro-1H-imidazo[4,5-c]pyridin-5(4H)-yl)methanone